[Si](C)(C)(C(C)(C)C)O[C@H]1C[C@@H](O[C@@H]1CO[Si](C)(C)C(C)(C)C)N1C2=NC(=NC(=C2N=C1)N)F 9-[(2R,4S,5R)-4-[(tert-butyldimethylsilyl)oxy]-5-{[(tertbutyldimethylsilyl)oxy]methyl}oxolan-2-yl]-2-fluoropurin-6-amine